8-((3-(difluoromethyl)-1-methyl-1H-pyrazol-5-yl)sulfonyl)-8-azaspiro[4.5]decan-2-one FC(C1=NN(C(=C1)S(=O)(=O)N1CCC2(CCC(C2)=O)CC1)C)F